(4-(6-((2,3-dichlorophenyl)thio)pyrido[2,3-b]pyrazin-2-yl)morpholin-2-yl)methanamine ClC1=C(C=CC=C1Cl)SC=1C=CC=2C(=NC=C(N2)N2CC(OCC2)CN)N1